(R)-4-(4-((1-(3-(1,1-difluoroethyl)-2-fluorophenyl)ethyl)amino)-7-methoxy-2-methylpyrido[2,3-d]pyrimidin-6-yl)tetrahydro-2H-thiopyran 1,1-dioxide FC(C)(F)C=1C(=C(C=CC1)[C@@H](C)NC=1C2=C(N=C(N1)C)N=C(C(=C2)C2CCS(CC2)(=O)=O)OC)F